(2S)-5,5-dimethyl-2-[(2S)-3-(1-methyl-1H-imidazol-4-yl)-2-(N-methylacetylamino)propionylamino]hexanoic acid CC(CC[C@@H](C(=O)O)NC([C@H](CC=1N=CN(C1)C)NC(CC)=O)=O)(C)C